tert-butyl (2s)-2-((tert-butoxycarbonyl)amino)-4-(4,4,4-trifluoro-3-(3-methoxy-[1,1'-biphenyl]-4-yl)butylsulfonimidoyl)butanoate C(C)(C)(C)OC(=O)N[C@H](C(=O)OC(C)(C)C)CCS(=O)(=N)CCC(C(F)(F)F)C1=C(C=C(C=C1)C1=CC=CC=C1)OC